C(C)C=1C=C(C(=NC1)N1CCN(CC1)C(=O)OC(C)(C)C)OC 1-Tert-butyl 4-(5-ethyl-3-methoxypyridin-2-yl)piperazine-1-carboxylate